C(C)(C)(C)C1=CC=C(C=C1)C1=NC(=C(C(=N1)CO)C(=O)OC(C)(C)C)C tert-butyl 2-(4-tert-butylphenyl)-4-(hydroxymethyl)-6-methyl-pyrimidine-5-carboxylate